COC=1C=C(C=CC1OC)C(C)=O 1-(3,4-dimethoxyphenyl)ethanone